1-(difluoromethyl)pyrazole-4-boronic acid pinacol ester FC(N1N=CC(=C1)B1OC(C)(C)C(C)(C)O1)F